(4-bromo-2,6-dimethylphenyl)-3,3-dimethylbutanamide BrC1=CC(=C(C(=C1)C)C(C(=O)N)C(C)(C)C)C